N-methyl-L-norvaline CN[C@@H](CCC)C(=O)O